C(N)(=N)C=1C=C(SC1)[C@@H](C)NC(=O)[C@H]1N(CC2(OCCO2)C1)C(CNC(C1=CC=C(C=C1)C1=NC=C(C=C1)F)=O)=O (S)-N-((R)-1-(4-carbamimidoylthiophen-2-yl)ethyl)-7-((4-(5-fluoropyridin-2-yl)benzoyl)glycyl)-1,4-dioxa-7-azaspiro[4.4]nonane-8-carboxamide